ClC=1C(=NC(=NC1)NC1=C(C=C(C=C1)C(=O)N1CCOCC1)OC)NC [4-[[5-chloro-4-(methylamino)pyrimidin-2-yl]amino]-3-methoxy-phenyl]-morpholino-methanone